5-hydroxy-1,3,6,8-tetramethylpyrido[2,3-d]pyrimidine-2,4,7(1H,3H,8H)-trione OC1=C(C(N(C=2N(C(N(C(C21)=O)C)=O)C)C)=O)C